C12(CC(C1)C2)NC2=CC(=NC=C2C#N)NC=2C(=CC(=C(C2)NC(C=C)=O)N(C)CCN(C)C)OC N-(5-(4-(bicyclo[1.1.1]pentan-1-ylamino)-5-cyanopyridin-2-ylamino)-2-((2-(dimethylamino)ethyl)(methyl)amino)-4-methoxyphenyl)acrylamide